C(C)(C)(C)\C(=C(/C(=O)O)\C(C)(C)C)\C(=O)O.C(C)(C)(C)\C(=C(/C(=O)O)\C(C)(C)C)\C(=O)O.[Ni] nickel (0) bis(di-tert-butyl fumarate)